FC=1C=C2C=C(C(NC2=CC1)=O)C=1N=NN(C1)C1=CC=C(C=C1)C(=O)N1CC(CC1)N1CCC(CC1)O 6-fluoro-3-(1-{4-[3-(4-hydroxy-piperidin-1-yl)-pyrrolidine-1-carbonyl]-phenyl}-1H-[1,2,3]triazol-4-yl)-1H-quinolin-2-one